1-bromo-2-[1-(dimethylamino)ethyl]ferrocene Br[C-]1C(=CC=C1)C(C)N(C)C.[CH-]1C=CC=C1.[Fe+2]